(1a,3a,5a)-1,3,5-cyclohexanetriol C1C(CC(CC1O)O)O